O=C1C=C2[C@@H]3[C@H]([C@H]4[C@@H]5CC[C@H]([C@@H](CCC)C)[C@]5(CC[C@@H]4[C@]2(CC1)C)C)O3 (6α,7α)-6,7-epoxy-3-oxo-4-cholen